[Zr].C(C)CC(CC(=O)OOC(C)C)=O.C(C)CC(CC(=O)OOC(C)C)=O.C(C)CC(CC(=O)OOC(C)C)=O tri-isopropoxy tris(ethylacetoacetate) zirconium